Ethyl (1,1-dimethylallyloxy)acetate CC(C=C)(OCC(=O)OCC)C